CN1N=C2N=C(C(=CC2=C1)N1N=C(C(=C1C)C(C(=O)O)C)I)C 2-(1-{2,6-Dimethyl-2H-pyrazolo[3,4-b]pyridin-5-yl}-3-iodo-5-methyl-1H-pyrazol-4-yl)propanoic acid